N-((3-(1-cyclopropyl-1H-pyrazol-3-yl)-5-(4-fluorophenyl)pyridin-2-yl)methyl)-acrylamide C1(CC1)N1N=C(C=C1)C=1C(=NC=C(C1)C1=CC=C(C=C1)F)CNC(C=C)=O